((((2S)-3-oxo-1-azabicyclo[2.2.1]heptan-2-yl)methoxy)(phenoxy)phosphoryl)-L-alaninate O=C1[C@@H](N2CCC1C2)COP(=O)(OC2=CC=CC=C2)N[C@@H](C)C(=O)[O-]